BrCCOC1=C(C(=O)N)C=C(C=C1)OC1=CC(=NC=C1)C=1C=NN(C1)C 2-(2-bromoethoxy)-5-{[2-(1-methylpyrazol-4-yl)-4-pyridyl]oxy}benzamide